tert-butyl 2-[3-(tert-butyl)-5-(3-chlorophenoxy)-1-methyl-1H-pyrazole-4-carbonyl]hydrazine-1-carboxylate C(C)(C)(C)C1=NN(C(=C1C(=O)NNC(=O)OC(C)(C)C)OC1=CC(=CC=C1)Cl)C